NC=1C(=C(C=CC1)N1CC(N(CC1)C)=O)[N+](=O)[O-] 4-(3-amino-2-nitrophenyl)-1-methylpiperazin-2-one